OC1(CC(C1)C(=O)N1CC2(C1)C[C@@H](CC2)C2=NC(=CC=C2)C(F)(F)F)C |r| (rac)-((1s,3s)-3-Hydroxy-3-methylcyclobutyl)(6-(6-(trifluoromethyl)pyridin-2-yl)-2-azaspiro[3.4]octan-2-yl)methanone